2-((3-isopropyl-2-(2-methylpyridin-4-yl)-1H-indol-5-yl)oxy)acetic acid C(C)(C)C1=C(NC2=CC=C(C=C12)OCC(=O)O)C1=CC(=NC=C1)C